(S)-(tert-butyl 1-(4-(1-(difluoromethyl)-4-nitro-1H-pyrazol-5-yl) pyridin-2-yl) but-3-ene-1-yl) carbamate C(N)(O[C@@H](CC=CC(C)(C)C)C1=NC=CC(=C1)C1=C(C=NN1C(F)F)[N+](=O)[O-])=O